E-6-chloro-2-(methoxymethoxy)-3-methylbenzaldehyde ClC1=CC=C(C(=C1C=O)OCOC)C